ClC1=C(C=CC=C1NC1=NSC2=C1C=CC(=C2)C(OC)OC)C2=C(C(=CC=C2)NC2=NSC1=C2C=CC(=C1)C(OC)OC)Cl 2,2'-Dichloro-N3,N3'-bis(6-(dimethoxymethyl)benzo[d]isothiazol-3-yl)-[1,1'-biphenyl]-3,3'-diamine